1,5-dimethyl-pyrazole-3-carboxamide CN1N=C(C=C1C)C(=O)N